FC1=C2C=C(NC2=CC(=C1)F)C(=O)N1CC2=C(CC1)N=C(S2)NCC2(CC2)COP(=O)(OC2=CC=CC=C2)N[C@H](C(=O)OC(C)C)C Propan-2-yl (2S)-2-[({[1-({[5-(4,6-difluoro-1H-indole-2-carbonyl)-4H,5H,6H,7H-[1,3]thiazolo[5,4-c]pyridin-2-yl]amino}methyl)cyclopropyl]methoxy}(phenoxy)phosphoryl)amino]propanoate